C(C)(C)(C)OC(=O)N1C(CC(=CC1C)C1=C(C=C(C(=C1)OC(C)C)N)C)C 4-(4-amino-5-isopropoxy-2-methylphenyl)-2,6-dimethyl-3,6-dihydropyridine-1(2H)-carboxylic acid tert-butyl ester